zinc-iron-manganese [Mn].[Fe].[Zn]